OCC1=CN(C2=CC=CC=C12)C(=O)OCOC(CCCCCCCCC)=O (decanoyloxy)methyl 3-(hydroxymethyl)-1H-indole-1-Carboxylate